C12C(CC(CC1)C2)C2=NC(=NC(=C2)C2=CC=CC=C2)[Ir+]C2=NC(=CC(=N2)C2C1CCC(C2)C1)C1=CC=CC=C1 bis[4-(2-norbornyl)-6-phenylpyrimidinyl]iridium (III)